1-[4-(Diphenylmethyl)-1-piperazinyl]-3,3-diphenyl-1-propanone C1(=CC=CC=C1)C(N1CCN(CC1)C(CC(C1=CC=CC=C1)C1=CC=CC=C1)=O)C1=CC=CC=C1